COC1=C2C=C(NC2=CC=C1)C(=O)N[C@H](C(=O)O)CC(C)C (S)-2-(4-methoxy-1H-indole-2-carboxamido)-4-methylpentanoic acid